CC=1C=C(C=CC1OC1=CC=2N(C=C1)N=CN2)NC=2C1=C(N=CN2)C=CC(=N1)N1C2CN(C(C1)C2)C(=O)OC(C)(C)C tert-butyl 5-{4-[(3-methyl-4-{[1,2,4]triazolo[1,5-a]pyridin-7-yloxy}phenyl)amino] pyrido[3,2-d]pyrimidin-6-yl}-2,5-diazabicyclo[2.2.1]heptane-2-carboxylate